CO[C@@H]1CN(CC2N1C(C1=C(C=C3C=C(C=NC3=C1)C)OCC2)=O)C(=O)OC(C)(C)C tert-butyl (R)-l-1-methoxy-10-methyl-14-oxo-1,2,4,4a,5,6-hexahydro-3H,14H-pyrazino[1',2':5,6][1,5]oxazocino[2,3-g]quinoline-3-carboxylate